ClC=1C=C(C=CC1Cl)C(=O)N1CCC(CC1)CCCCNC(=O)C=1C=CC=2N(C1)C=CN2 N-(4-{1-[(3,4-dichlorophenyl)carbonyl]piperidin-4-yl}butyl)imidazo[1,2-a]pyridine-6-carboxamide